1-(vinylbenzyl)thymine CC1=CN(C(=O)NC1=O)C(C=C)C2=CC=CC=C2